BrC1=C(C(=O)OC(C)(C)C)C(=CC=C1)\C=C\C1CN(CC12CN(C2)C(=O)C2(CC2)C(F)(F)F)C(=O)C=2C=NN(C2)CC2=CC=C(C=C2)F tert-butyl (E)-2-bromo-6-(2-(6-(1-(4-fluorobenzyl)-1H-pyrazole-4-carbonyl)-2-(1-(trifluoromethyl)cyclopropane-1-carbonyl)-2,6-diazaspiro[3.4]octan-8-yl)vinyl)benzoate